CN(C1=CC=C(C=C1)C1(OC(=O)C2=CC(=CC=C12)N(C)C)C1=CC=C(C=C1)N(C)C)C 3,3-bis(p-dimethylaminophenyl)-6-dimethylaminophthalide